FC1=CC=C(C=C1)NC(CC1(CCC(CC1)C1=CC=CC=C1)O)=O trans-N-(4-Fluorophenyl)-2-(1-hydroxy-4-phenylcyclohexyl)acetamide